2-ethyl-4-(5-hydroxy-6-methoxybenzo[b]thiophen-2-yl)-4-oxobutanoic acid C(C)C(C(=O)O)CC(=O)C1=CC2=C(S1)C=C(C(=C2)O)OC